ClC=1C=C(C(=O)NC(C)C2=NC(=NN2C=2C=NC(=CC2)C#N)C(F)F)C=C(C1)C(F)(F)F 3-chloro-N-{1-[1-(6-cyano-3-pyridyl)-3-(difluoromethyl)-1H-1,2,4-triazol-5-yl]ethyl}-5-(trifluoromethyl)benzamide